Tert-butyl (R)-2-(((1-(methyl-d3)-1H-pyrazol-4-yl)oxy)methyl)azetidine-1-carboxylate C(N1N=CC(=C1)OC[C@@H]1N(CC1)C(=O)OC(C)(C)C)([2H])([2H])[2H]